(1-(1-(4-fluorophenyl)-6-methyl-1H-indazol-5-yl)-3-((2-methyl-2H-1,2,3-triazol-4-yl)sulfonyl)-3-azabicyclo[3.1.0]hexan-6-yl)(pyrrolidin-1-yl)methanone FC1=CC=C(C=C1)N1N=CC2=CC(=C(C=C12)C)C12CN(CC2C1C(=O)N1CCCC1)S(=O)(=O)C1=NN(N=C1)C